8-(3-(methylsulfonyl)azetidin-1-yl)pyrido[4,3-d]pyrimidin-7(6H)-one CS(=O)(=O)C1CN(C1)C=1C(NC=C2C1N=CN=C2)=O